ClC1=C(C=C(C(=C1)F)OC)C1=CC=2NC(N(C(C2S1)=O)C1=CN=CC2=CC=CC=C12)=O 6-(2-chloro-4-fluoro-5-methoxyphenyl)-3-(isoquinolin-4-yl)thieno[3,2-d]pyrimidine-2,4(1H,3H)-dione